N1(CCOCC1)C(=O)C1=CC=C(C=C1)C=1C=C2CC3(C(NC2=CC1)=O)CN(CC3)C#N 6'-(4-(Morpholin-4-carbonyl)phenyl)-2'-oxo-1',4'-dihydro-2'H-spiro[pyrrolidin-3,3'-chinolin]-1-carbonitril